tert-butyl 10-(((S)-1-((2S,4R)-4-hydroxy-2-(((S)-1-(4-(4-methylthiazol-5-yl)phenyl)ethyl)carbamoyl)pyrrolidin-1-yl)-3,3-dimethyl-1-oxobutan-2-yl)amino)-10-oxodecanoate O[C@@H]1C[C@H](N(C1)C([C@H](C(C)(C)C)NC(CCCCCCCCC(=O)OC(C)(C)C)=O)=O)C(N[C@@H](C)C1=CC=C(C=C1)C1=C(N=CS1)C)=O